COC=1C(=CC(=C(C1)NCC=1C=C2CN(C(C2=CC1)=O)C1C(NC(CC1)=O)=O)[N+](=O)[O-])NC1=NC=CC(=N1)C1=CN(C2=CC=CC=C12)C 3-(5-(((5-methoxy-4-((4-(1-methyl-1H-indol-3-yl)pyrimidin-2-yl)amino)-2-nitrophenyl)amino)methyl)-1-oxoisoindoline-2-yl)piperidine-2,6-dione